6-bromo-4-methylidene-3,4-dihydro-2H-1-benzopyran BrC=1C=CC2=C(C(CCO2)=C)C1